OC=1C(=CC=C2C=CC=NC12)C=O 8-hydroxy-7-quinolinecarboxaldehyde